12beta-hydroxypregna-4,6,16-trien-3,20-dion O[C@@H]1C[C@@H]2[C@]3(CCC(C=C3C=C[C@H]2[C@@H]2CC=C(C(C)=O)[C@@]12C)=O)C